methyl 2-(methylamino)benzoate CNC1=C(C(=O)OC)C=CC=C1